spiro[cyclohexane-1,1'-isoindolin]-3'-one C12(NC(C3=CC=CC=C13)=O)CCCCC2